tert-butyl (S)-4,4-difluoro-2-(1-(4-methoxybenzyl)-6-oxo-5-(trifluoromethyl)-1,6-dihydropyridazin-3-yl)pyrrolidine-1-carboxylate FC1(C[C@H](N(C1)C(=O)OC(C)(C)C)C1=NN(C(C(=C1)C(F)(F)F)=O)CC1=CC=C(C=C1)OC)F